C1(CCCCC1)N(C1=C(C=CC=C1)CC(=O)OCC(C)C)C(=O)OCC(C)C isobutyl 2-(2-(cyclohexyl(isobutoxycarbonyl)amino)phenyl)acetate